C(CCCCCCCCCCCCCC)N[C@H]1CN(CC1)C(=O)OC(C)(C)C tert-butyl (R)-3-(pentadecylamino)pyrrolidine-1-carboxylate